O[C@@H](C(=O)OC)[C@H](CC1=CC=CC=C1)O (2R,3S)-methyl 2,3-dihydroxy-4-phenylbutyrate